(S)-7-((3S,5R)-4-acryloyl-3,5-dimethylpiperazin-1-yl)-10-(3-chloro-4-fluorophenyl)-3-((methoxymethoxy)methyl)-9-(trifluoromethyl)-2H-[1,4]thiazino[2,3,4-ij]quinazolin-5(3H)-one C(C=C)(=O)N1[C@H](CN(C[C@H]1C)C1=NC(N2C3=C(C(=C(C=C13)C(F)(F)F)C1=CC(=C(C=C1)F)Cl)SC[C@@H]2COCOC)=O)C